ClC=1C(=C(C=2C(=C(SN2)N2CCN(CC2)C(C=C)=O)C1)F)C1=C(C=CC2=CC=CC=C12)O 1-(4-(5-chloro-7-fluoro-6-(2-hydroxy-1-naphthalenyl)-2,1-benzothiazol-3-yl)-1-piperazinyl)-2-propen-1-one